C(C)N(C(C1=C(C=CC(=C1)F)N1C=C(C=2C1=CN=CC2)[C@H]2CN(CCC2)CC2=CC1=C(N(C(N1)=O)CCO)C=C2)=O)C(C)C (S)-N-ethyl-5-fluoro-2-(3-(1-((1-(2-hydroxyethyl)-2-oxo-2,3-dihydro-1H-benzo[d]imidazol-5-yl)methyl)piperidin-3-yl)-1H-pyrrolo[2,3-c]pyridin-1-yl)-N-isopropylbenzamide